methyl 11,11-difluoro-10-hydroxy-2-methoxy-10,11-dihydrobenzo[6,7]oxepino[3,2-b]pyridine-7-carboxylate FC1(C(C2=C(OC=3C1=NC(=CC3)OC)C=C(C=C2)C(=O)OC)O)F